ALLYL CAPROATE (2-propenyl hexanoate) C(=CC)C(C(=O)O)CCCC.C(CCCCC)(=O)OCC=C